N-[2,5-difluoro-4-(trifluoromethyl)phenyl]-5-(3,5-dimethyl-1,2-oxazol-4-yl)-1H-pyrrole-3-sulfonamide FC1=C(C=C(C(=C1)C(F)(F)F)F)NS(=O)(=O)C1=CNC(=C1)C=1C(=NOC1C)C